COC1(C(=CC=CC1)C1=CC=CC=C1OC)[Pd] (2,6'-dimethoxy-1,1'-biphenyl-2-yl)palladium